N1,N4-bis(4-(guanidinomethyl)phenyl)-2-methylterephthalamide N(C(=N)N)CC1=CC=C(C=C1)NC(C1=C(C=C(C(=O)NC2=CC=C(C=C2)CNC(=N)N)C=C1)C)=O